FC1(CN(C[C@@H](CC1)O)C(=O)OC(C)(C)C)F tert-butyl (R)-3,3-difluoro-6-hydroxyazepane-1-carboxylate